7-bromoimidazo[1,2-a]pyridin-5-amine BrC1=CC=2N(C(=C1)N)C=CN2